FC1=C(C=C2C(=NNC2=C1)C1=NC=2CCCNC2C=C1)C 2-(6-fluoro-5-methyl-1H-indazol-3-yl)-5,6,7,8-tetrahydro-1,5-naphthyridine